4-[5-(aminomethyl)pyrimidin-2-yl]-3-(2-methyl-5-pyridin-2-ylpyrazol-3-yl)oxybenzonitrile NCC=1C=NC(=NC1)C1=C(C=C(C#N)C=C1)OC=1N(N=C(C1)C1=NC=CC=C1)C